2-(3'-tert-Butyl-5'-[2-(2-ethylhexyloxy)carbonylethyl]-2'-hydroxyphenyl)benzotriazol C(C)(C)(C)C=1C(=C(C=C(C1)CCC(=O)OCC(CCCC)CC)N1N=C2C(=N1)C=CC=C2)O